1-(2-bromoethoxy)-4-nitrobenzene BrCCOC1=CC=C(C=C1)[N+](=O)[O-]